FC=1C=C(C=CC1[N+](=O)[O-])C=1N(N=C2C1CN(CC2)C(=O)OC(C)(C)C)C2=C(C=CC=C2C)OCC(C)C tert-butyl 3-(3-fluoro-4-nitrophenyl)-2-(2-isobutoxy-6-methylphenyl)-2,4,6,7-tetrahydro-5H-pyrazolo[4,3-C]pyridine-5-carboxylate